BrC=1C=2N(C=C(C1)C=1C=CC(=NC1)N1CCN(CC1)C(=O)OC(C)(C)C)N=CC2C#N t-Butyl 4-[5-(4-bromo-3-cyano-pyrazolo[1,5-a]pyridin-6-yl)-2-pyridyl]piperazine-1-carboxylate